cesium pyrrole N1C=CC=C1.[Cs]